C(#C)C1=NN=CN1C1=NC=2C=CC3=C(C2C=C1)C1=C(S3)C(N[C@@H](CN1)C)=O (R)-3-(3-ethynyl-4H-1,2,4-triazol-4-yl)-10-methyl-9,10,11,12-tetrahydro-8H-[1,4]diazepino[5',6':4,5]thieno[3,2-f]quinolin-8-one